CC=1C=NC(=NC1)C=1C=C(N)C=CC1 3-(5-methylpyrimidin-2-yl)aniline